FC=1C=C(C=C(C1)F)[C@H]1[C@@H](CN(C1)CCOC)NC(=O)NC1=C(C(=NN1C1=CC=CC=C1)OCCO)C 1-((3S,4R)-4-(3,5-difluorophenyl)-1-(2-methoxyethyl)pyrrolidin-3-yl)-3-(3-(2-hydroxyethoxy)-4-methyl-1-phenyl-1H-pyrazol-5-yl)urea